CN(C(C=C)=O)[C@@H]1C[C@@H](CCC1)OC=1C=2N(C=C(N1)C=1C=NN(C1)C)N=CC2 N-methyl-N-((1S,3R)-3-((6-(1-methyl-1H-pyrazol-4-yl)pyrazolo[1,5-a]pyrazin-4-yl)oxy)cyclohexyl)acrylamide